N1(CCOCC1)C1=C(C=C(C=C1)C1=CC=C(O1)C=C1C(C2=C(S1)C=CC=C2)=O)[N+](=O)[O-] 2-[[5-[4-(4-Morpholinyl)-3-nitrophenyl]-2-furanyl]methylene]benzo[b]thiophen-3(2H)-one